3-(4-aminophenyl)-3-methyl-3H-diazine NC1=CC=C(C=C1)C1(NN=CC=C1)C